4-(2,2-difluorobenzo[d][1,3]dioxan-5-yl)piperazine FC1(OCC2=C(O1)C=CC=C2N2CCNCC2)F